O=C1NC2=C(OC1)C=CC(=C2)C(=O)N2CC1(C2)CC(C1)=CB(O)O ((2-(3-oxo-3,4-dihydro-2H-benzo[b][1,4]oxazine-6-carbonyl)-2-azaspiro[3.3]heptan-6-ylidene)methyl)boronic acid